FC1=NC=CC=C1C=1C=C2C(=NN(C2=CC1)C)C(=O)NC1CCNCC1 5-(2-fluoropyridin-3-yl)-1-methyl-N-(piperidin-4-yl)-1H-indazole-3-carboxamide